FC=1C=C(CN2C(=NC3=NC=C(C=C32)C=3C=CN2N=CC=CC23)C)C=C(C1)F 1-(3,5-difluorobenzyl)-2-methyl-6-(pyrrolo[1,2-b]pyridazin-5-yl)-1H-imidazo[4,5-b]pyridine